4,4'-dihydroxy-trans-stilbene OC1=CC=C(C=C1)\C=C\C1=CC=C(C=C1)O